N1(CCC1)C=1C=NC2=CC(=CC(=C2N1)[C@H](C)NC1=C(C(=O)O)C=CC=C1)C 2-[(1S)-1-[3-(azetidin-1-yl)-7-methylquinoxalin-5-yl]ethyl]aminobenzoic acid